ethyl (S)-3-(3-(4-hydroxy-1,5-dimethyl-2-oxo-1,2-dihydropyridin-3-yl)ureido)-3-(2'-methoxy biphenyl-3-yl)propanoate OC1=C(C(N(C=C1C)C)=O)NC(N[C@@H](CC(=O)OCC)C=1C=C(C=CC1)C1=C(C=CC=C1)OC)=O